FC1(OC(OC1)=O)C 4-Fluoro-4-methyl-1,3-dioxolan-2-on